CC1C(OC2C1CCC(C2)C)=O 3,6-dimethylhexahydrobenzofuran-2(3H)-one